C(C)(C)(C)C=1OC2=C(N1)C=C(C=C2)S(=O)(=O)Cl 2-(tert-Butyl)benzo[d]oxazole-5-sulfonyl chloride